4-((3-hydroxypropyl)(methyl)amino)-2-methoxybenzaldehyde OCCCN(C1=CC(=C(C=O)C=C1)OC)C